(6S)-5-[2',4'-Difluoro-2-(trifluoromethyl)[1,1'-biphenyl]-4-yl]-6-methyl-3,6-dihydro-2H-1,3,4-oxadiazin-2-on FC1=C(C=CC(=C1)F)C1=C(C=C(C=C1)C1=NNC(O[C@H]1C)=O)C(F)(F)F